Cl.N1(CCCCC1)NNC(=O)C1=C(N=C(S1)C1=CC(=C(C=C1)OCC(C)C)C#N)C N-(1-piperidylamino)-2-(3-cyano-4-isobutoxyphenyl)-4-methylthiazole-5-carboxamide hydrochloride